ClC1=CC=C2[C@@]3(C(N(C2=C1)CC1=CN=C(N1C)[N+](=O)[O-])=O)C1(N[C@H]([C@@H]3C3=C(C(=CC=C3)Cl)F)C(=O)OC)CCCCC1 methyl (3'R,4'S,5'R)-6''-chloro-4'-(3-chloro-2-fluorophenyl)-1''-((1-methyl-2-nitro-1H-imidazol-5-yl)methyl)-2''-oxodispiro[cyclohexane-1,2'-pyrrolidine-3',3''-indoline]-5'-carboxylate